C1NCC12OC[C@H](C2)N2CCC(CC2)C2=C(OCC(C)(O)C)C=CC=C2 (S)-1-(2-(1-(5-oxa-2-azaspiro[3.4]octan-7-yl)piperidin-4-yl)phenoxy)-2-methylpropan-2-ol